S1N=NC2=C1C=C(C=C2)N benzo[d][1,2,3]thiadiazol-6-amine